ClC=1C=C(C=C(C1)Cl)C=1OC2=C(N1)C=CC(=C2)C(=O)OC2CCN1CCCCC21 octahydroindolizin-1-yl 2-(3,5-dichlorophenyl)benzo[d]oxazole-6-carboxylate